((4,4-Difluorocyclohexyl)methyl)-4-(4-methylpiperazin-1-yl)-1H-benzo[d]imidazole-1-carboxamide FC1(CCC(CC1)CC1=NC2=C(N1C(=O)N)C=CC=C2N2CCN(CC2)C)F